COC(=O)C(C)C=CCCCC oct-3-ene-2-carboxylic acid methyl ester